5-(4-((3-methyl-2,4-dioxo-1,2,3,4-tetrahydroquinazolin-7-yl)methyl)piperazin-1-yl)-6-fluoro-N-methylpyridinecarboxamide CN1C(NC2=CC(=CC=C2C1=O)CN1CCN(CC1)C=1C=CC(=NC1F)C(=O)NC)=O